C1(C=CC2=CC=CC=C12)=O (2R/S)-indenone